(1R,2S,3S,4R)-3-((2-(5-fluoro-1-trityl-1H-pyrazolo[3,4-b]pyridin-3-yl)-7-(methoxymethyl)pyrrolo[2,1-f][1,2,4]triazin-4-yl)amino)bicyclo[2.2.2]octane-2-carboxylic acid ethyl ester C(C)OC(=O)[C@H]1C2CCC([C@@H]1NC1=NC(=NN3C1=CC=C3COC)C3=NN(C1=NC=C(C=C13)F)C(C1=CC=CC=C1)(C1=CC=CC=C1)C1=CC=CC=C1)CC2